Cl.FC(=C1CC2(C1)CCNCC2)F 2-(difluoromethylene)-7-azaspiro[3.5]nonane hydrogen chloride